BrC=1C=2C(C=3C(=NC(=NC3C1C)Cl)Cl)=CN(N2)C 4-bromo-7,9-dichloro-2,5-dimethyl-pyrazolo[4,3-f]quinazoline